1'-((5-chloropyridin-2-yl)sulfonyl)-5-(2-isopropylphenyl)-2,3-dihydrospiro[inden-1,3'-pyrrolidin]-3-ol ClC=1C=CC(=NC1)S(=O)(=O)N1CC2(CC1)CC(C1=CC(=CC=C12)C1=C(C=CC=C1)C(C)C)O